tert-Butyl N-[5-[3-chloro-4-[2-[[3-(2,2-dimethylpropyl) isoxazol-5-yl]amino]-2-oxo-ethyl]-2-fluoro-phenyl]-4-cyano-2-isopropyl-pyrazol-3-yl]carbamate ClC=1C(=C(C=CC1CC(=O)NC1=CC(=NO1)CC(C)(C)C)C=1C(=C(N(N1)C(C)C)NC(OC(C)(C)C)=O)C#N)F